C(CCCCCC)[N+](CCC)(CCC)CCC heptyltripropylammonium